The molecule is a medium-chain fatty acyl-CoA that results from the formal condensation of the thiol group of coenzyme A with the carboxy group of 2-methylhexanoic acid. It is a methyl-branched fatty acyl-CoA and a medium-chain fatty acyl-CoA. It is a conjugate acid of a 2-methylhexanoyl-CoA(4-). CCCCC(C)C(=O)SCCNC(=O)CCNC(=O)[C@@H](C(C)(C)COP(=O)(O)OP(=O)(O)OC[C@@H]1[C@H]([C@H]([C@@H](O1)N2C=NC3=C(N=CN=C32)N)O)OP(=O)(O)O)O